(2-(3,4-dimethyl-2,6-dinitrophenoxy)ethyl)piperidine CC=1C(=C(OCCN2CCCCC2)C(=CC1C)[N+](=O)[O-])[N+](=O)[O-]